4-cyano-3,5-dimethoxy-N-(piperidin-3-yl)benzamide C(#N)C1=C(C=C(C(=O)NC2CNCCC2)C=C1OC)OC